CC1([C@@H]2CCC=3[C@@]4(CC[C@H]([C@@H](CCC=C(C)C)C)[C@]4(CCC3[C@]2(CC[C@@H]1O)C)C)CO)C 4,4-dimethyl-14alpha-hydroxymethyl-5alpha-cholesta-8,24-dien-3beta-ol